ClC1=CC=C(C(=N1)C=O)N[C@H](C)C=1C=2N=C3C(=NC2C=C(C1)F)OC[C@H]1N3CCOC1 6-chloro-3-(((R)-1-((S)-9-fluoro-1,2,4a,5-tetrahydro-4H-[1,4]oxazino[4',3':4,5][1,4]oxazino[2,3-b]quinoxalin-11-yl)ethyl)amino)picolinaldehyde